C(C)(C)(C)OC(=O)N[C@@H](CC(=O)OCC)C=1C=C(C=C(C1F)C(F)(F)F)C1=C(C=C(C=C1C)C)CCCCC=C Ethyl (S)-3-((tert-butoxycarbonyl)amino)-3-(4-fluoro-2'-(hex-5-en-1-yl)-4',6'-dimethyl-5-(trifluoromethyl)-[1,1'-biphenyl]-3-yl)propanoate